C(C1=CC=CC=C1)N1[C@@H]2CN[C@H](C1)C2 (1S,4S)-2-benzyl-2,5-diazabicyclo[2.2.1]heptane